1-{3-[(4-{4-[(2-Allyl-3-oxo-1-pyridin-2-yl-2,3-dihydro-1H-pyrazolo[3,4-d]pyrimidin-6-yl)amino]phenyl}piperazin-1-yl)carbonyl]-4-fluorobenzyl}-5-fluoroquinazoline-2,4(1H,3H)-dione C(C=C)N1N(C2=NC(=NC=C2C1=O)NC1=CC=C(C=C1)N1CCN(CC1)C(=O)C=1C=C(CN2C(NC(C3=C(C=CC=C23)F)=O)=O)C=CC1F)C1=NC=CC=C1